bis(dicarboxyphenyl)hexafluoropropane C(=O)(O)C=1C(=C(C=CC1)C(C(F)(F)F)(C(F)(F)F)C1=C(C(=CC=C1)C(=O)O)C(=O)O)C(=O)O